NC(C(=O)O)(CCCCB(O)O)C1CCN(CC1)C1=NC2=C(C=CC(=C2C=C1C)F)C 2-amino-6-borono-2-(1-(5-fluoro-3,8-dimethylquinolin-2-yl)piperidin-4-yl)hexanoic acid